ethyl 3-(((tert-butoxycarbonyl)amino)methyl)-5-(2-methylbenzyl)-4,5-dihydroisoxazole-5-carboxylate C(C)(C)(C)OC(=O)NCC1=NOC(C1)(C(=O)OCC)CC1=C(C=CC=C1)C